CN1C(N(C2=C1C(=CC=C2)CN2CCC(CC2)NC)C2C(NC(CC2)=O)=O)=O 3-(3-methyl-4-{[4-(methylamino)piperidin-1-yl]methyl}-2-oxo-1,3-benzodiazol-1-yl)piperidine-2,6-dione